C(#N)C1=CC(=C(C(=C1)C(C)C)CC(=O)NS(=O)(=N)C1=C(N=C(S1)C(C)(C)O)CO)C1CC1 2-(4-cyano-2-cyclopropyl-6-isopropylphenyl)-N-(4-(hydroxymethyl)-2-(2-hydroxypropan-2-yl)thiazole-5-sulfonimidoyl)acetamide